(S)-2-(4-(6-((2,4-Difluorobenzyl)oxy)pyridin-2-yl)-3-fluorobenzyl)-1-(oxetan-2-ylmethyl)-1H-benzo[d]imidazol FC1=C(COC2=CC=CC(=N2)C2=C(C=C(CC3=NC4=C(N3C[C@H]3OCC3)C=CC=C4)C=C2)F)C=CC(=C1)F